6-fluoro-3,4-diphenylisoquinolin-1(2H)-one FC=1C=C2C(=C(NC(C2=CC1)=O)C1=CC=CC=C1)C1=CC=CC=C1